C1(=CC=CC=C1)[C@H]([C@H]1CNC2=C(N1)N=CC=C2)NCCC=2C=C(C=CC2)[C@H](C(=O)O)CC (R)-2-(3-(2-(((R)-phenyl((R)-1,2,3,4-tetrahydropyrido[2,3-b]pyrazin-3-yl)methyl)amino)ethyl)phenyl)butanoic acid